tert-butyl 6-[2,5-dioxo-3-[5-(trifluoromethyl)-3-pyridyl]imidazolidin-1-yl]-3,4-dihydro-2H-quinoline-1-carboxylate O=C1N(C(CN1C=1C=NC=C(C1)C(F)(F)F)=O)C=1C=C2CCCN(C2=CC1)C(=O)OC(C)(C)C